C1(=CC=CC=C1)C1=C(C(=NN=N1)C=1C(=C(C=CC1)C1=CC=CC=C1)C1=CC=CC=2OC3=C(C21)C=CC=C3)C3=CC=CC=C3 (diphenyltriazinyl)(dibenzofuranyl)biphenyl